1,4-dibromobenzo[4,5]thiophene BrS1C=CC2=C1C=CC=C2Br